Cl.Cl.C(C1=CC=CC=C1)SC1=CC=C(C=C1)NC([C@H](CC=1C=NC=CC1)NC)=O (S)-N-(4-(benzylthio)phenyl)-2-(methylamino)-3-(pyridin-3-yl)propanamide dihydrochloride